Benzofuran-3(1H)-one O1CC(C2=C1C=CC=C2)=O